ethyl 6-(4-cyclopropyl-3-methylphenyl)-4-oxo-4,5-dihydropyrazolo[1,5-a]pyrazine-2-carboxylate C1(CC1)C1=C(C=C(C=C1)C=1NC(C=2N(C1)N=C(C2)C(=O)OCC)=O)C